4,4,5,5-tetra-methyl-2-(oxetan-3-ylidenemethyl)-1,3,2-dioxaborolane CC1(OB(OC1(C)C)C=C1COC1)C